C(C)(=O)C1=NN(C2=CC=C(C=C12)C=1C=CC=2N(C1)N=C(N2)C)CC(=O)O (3-acetyl-5-(2-methyl-[1,2,4]triazolo[1,5-a]pyridin-6-yl)-1H-indazol-1-yl)acetic acid